tert-Butyl 3-(4-(chlorosulfonyl)-7-(thiazol-2-yl)benzo[d]oxazol-2-yl)-3,6-diazabicyclo[3.1.1]heptane-6-carboxylate ClS(=O)(=O)C1=CC=C(C2=C1N=C(O2)N2CC1N(C(C2)C1)C(=O)OC(C)(C)C)C=1SC=CN1